[(5-methoxy-1H-pyrazol-4-yl)methyl]-[2-(9-(pyridin-2-yl)-6-oxaspiro[4.5]decan-9-yl)ethyl]amine COC1=C(C=NN1)CNCCC1(CCOC2(CCCC2)C1)C1=NC=CC=C1